(5-bromo-2-iodo-3-methylphenyl)methanol BrC=1C=C(C(=C(C1)CO)I)C